1-oxido-3-(1H-pyrrol-1-yl)-7-((tetrahydro-2H-pyran-4-yl)amino)benzo[b]thiophen O=S1C2=C(C(=C1)N1C=CC=C1)C=CC=C2NC2CCOCC2